2-ethylhexylimidazolium 2-ethylhexanoate C(C)C(C(=O)[O-])CCCC.C(C)C(CC=1NC=C[NH+]1)CCCC